ethyl (2Z)-2-[(Z)-5-chloro-4-[(2R)-2-{[(3-chloropyridin-2-yl) oxy] methyl} pyrrolidin-1-yl]-2-fluorobenzoyl]-3-ethoxyprop-2-enoate ClC=1C(=CC(=C(C(=O)/C(/C(=O)OCC)=C/OCC)C1)F)N1[C@H](CCC1)COC1=NC=CC=C1Cl